O=C1NCC2=CC=CC(=C12)B(O)O (1-OXOISOINDOLIN-7-YL)BORONIC ACID